OC1=CC=NC2=CC=C(C=C12)Cl 4-HYDROXY-6-CHLOROQUINOLINE